COC(=O)C12CCN(CC2C1)C1=NC=C(C=N1)F 3-(5-Fluoropyrimidin-2-yl)-3-azabicyclo[4.1.0]heptane-6-carboxylic acid methyl ester